ClC1=C(C=C(C=C1)C=1C=C2C(=NC1)C=NN2CC=2C=NC=CC2)OC(F)F 6-[4-Chloro-3-(difluoromethoxy)phenyl]-1-(3-pyridylmethyl)pyrazolo[4,3-b]pyridine